COC(=O)C1=CC=C2CCCN(C2=C1)CC1CCC(CC1)NC(=O)OC(C)(C)C ({(1r,4r)-4-[(tert-Butoxycarbonyl)amino]cyclohexyl}methyl)-1,2,3,4-tetrahydroquinoline-7-carboxylic acid methyl ester